3-[5,7-difluoro-2-(4-fluorophenyl)-1H-indol-3-yl]-2,2-difluoro-propanamide FC=1C=C2C(=C(NC2=C(C1)F)C1=CC=C(C=C1)F)CC(C(=O)N)(F)F